ClC1=NC=C(C(=N1)N1CCC(CCC1)O)C(F)(F)F 1-(2-chloro-5-(trifluoromethyl)pyrimidin-4-yl)azepan-4-ol